BrC1=NN2C(C(CC3(CC3)C2C(C)C)=O)=C1 2-bromo-7-isopropyl-spiro[5,7-dihydropyrazolo[1,5-a]pyridine-6,1'-cyclopropane]-4-one